C(C1=CC=CC=C1)S(=O)(=O)C1=CC=C(C=C1)C1=NC(=CC2=C1NC1=CC=CC=C21)C(=O)OC methyl 1-(4-benzylsulfonylphenyl)-9H-pyrido[3,4-b]indole-3-carboxylate